C(C)OC1(C(C=O)C=CC(=C1)OCC)C=O 2,4-diethoxyphthalaldehyde